C1=CC=CC=2C3=CC=CC=C3N(C12)C1=C(C(=C(C=C1C#N)C1=NC(=CC(=C1)C1=CC=CC=C1)C1=CC=CC=C1)N1C2=CC=CC=C2C=2C=CC=CC12)C1=CC=CC=C1 2,6-di(9H-carbazol-9-yl)-5-(4,6-diphenylpyridin-2-yl)-[1,1'-biphenyl]-3-carbonitrile